(isobutyl)alumoxane tert-butyl-3-ethynyl-1-azetidinecarboxate C(C)(C)(C)OC(=O)N1CC(C1)C#C.C(C(C)C)[Al]1OCCCC1